ClC=1C(=C(C=CC1)NC=1C2=C(N=CN1)C=NC(=C2)[C@@H]2CNCC2)F N-(3-Chloro-2-fluoro-phenyl)-6-[(3S)-pyrrolidin-3-yl]pyrido[3,4-d]pyrimidin-4-amine